NC1CC2(CC(C2)N2[C@@H](CCC3=CC(=NC(NS(C=4C=CC=C(C2=O)C4)(=O)=O)=N3)C3=C(C=CC=C3C)C)CC(C)C)C1 (11S)-12-(6-Aminospiro[3.3]heptan-2-yl)-6-(2,6-dimethylphenyl)-11-isobutyl-2,2-dioxo-2λ6-thia-3,5,12,19-tetrazatricyclo[12.3.1.14,8]nonadeca-1(18),4(19),5,7,14,16-hexaen-13-one